C(CCCCCCCCCCCCCCC)OC(CCCCCCC)=O caprylic cetyl ester